(M)-7-(2-Amino-3,5-difluoro-phenyl)-6-chloro-4-[(2S,5R)-2,5-dimethyl-4-prop-2-enoyl-piperazin-1-yl]-1-(2-isopropyl-4-methyl-3-pyridyl)pyrido[2,3-d]pyrimidin-2-one NC1=C(C=C(C=C1F)F)C=1C(=CC2=C(N(C(N=C2N2[C@H](CN([C@@H](C2)C)C(C=C)=O)C)=O)C=2C(=NC=CC2C)C(C)C)N1)Cl